N1-((3-(4-(ethoxymethyl)-4-ethylcyclohexyl)-5,5-difluoro-5,6-dihydro-4H-pyrrolo[1,2-b]pyrazol-2-yl)methyl)-N1,N2-dimethylethane-1,2-diamine C(C)OCC1(CCC(CC1)C1=C2N(N=C1CN(CCNC)C)CC(C2)(F)F)CC